O=S1(CCC(CC1)=O)=O 1,1-dioxotetrahydro-2H-thiopyran-4-one